4-(tert-butoxycarbonyl)-phenyl 4-((2S,4S)-4-ethoxy-1-((5-methoxy-7-methyl-1H-indol-4-yl)methyl)piperidin-2-yl)benzoate C(C)O[C@@H]1C[C@H](N(CC1)CC1=C2C=CNC2=C(C=C1OC)C)C1=CC=C(C(=O)OC2=CC=C(C=C2)C(=O)OC(C)(C)C)C=C1